4-(6-((2,6-dioxo-3-piperidinyl)amino)-3-pyridinyl)piperazine-1-carboxylic acid tert-butyl ester C(C)(C)(C)OC(=O)N1CCN(CC1)C=1C=NC(=CC1)NC1C(NC(CC1)=O)=O